FC1=C(C=C(C(=C1)C(F)(F)F)C1=NC=CC=N1)C(=O)NC=1N(N=C2C1N=CC(=C2)C(=O)N)C2=C(C=CC=C2)C 3-({[2-fluoro-5-pyrimidin-2-yl-4-(trifluoromethyl)phenyl]carbonyl}amino)-2-(2-methylphenyl)-2H-pyrazolo[4,3-b]pyridine-6-carboxamide